5-(4-cyclopropylphenyl)-3-(ethylsulfanyl)pyridine-2-carboxylic acid methyl ester COC(=O)C1=NC=C(C=C1SCC)C1=CC=C(C=C1)C1CC1